ClC1=NC2=CC=C(C=C2C=C1)Cl 2,6-dichloroquinoline